6-Fluoro-5-[4-(5-fluoro-2,3-dihydrobenzofuran-7-yl)-2-hydroxy-4-methyl-2-trifluoromethyl-pentylamino]-2-methylquinoline FC=1C(=C2C=CC(=NC2=CC1)C)NCC(CC(C)(C)C1=CC(=CC=2CCOC21)F)(C(F)(F)F)O